2-(6-chloro-4-(hydroxymethyl)-1H-pyrrolo[2,3-b]pyridin-1-yl)-N,N-dimethylacetamide ClC1=CC(=C2C(=N1)N(C=C2)CC(=O)N(C)C)CO